2-chloro-5-(trifluoromethyl)pyridine-3-carbonitrile ClC1=NC=C(C=C1C#N)C(F)(F)F